C(CC)C1(C=CC=C1)[Li].[Zr] zirconium compound with n-propylcyclopentadienyl-lithium